1-(10-(9H-fluoren-9-yl)-5,8-dioxo-2,9-dioxa-4,7-diazadecyl)cyclopropane-1-carboxylate C1=CC=CC=2C3=CC=CC=C3C(C12)COC(NCC(NCOCC1(CC1)C(=O)[O-])=O)=O